C1(CCCC1)N1C(C=C(C2=C1N=C(N=C2)SC)C)=O 8-cyclopentyl-5-methyl-2-(methylthio)pyrido[2,3-d]pyrimidin-7(8H)-one